(2s)-4-(3-([1,1'-biphenyl]-4-yl)-4,4,4-trifluoro-3-hydroxybutylsulfonimidoyl)-2-aminobutanoic acid C1(=CC=C(C=C1)C(CCS(=O)(=N)CC[C@@H](C(=O)O)N)(C(F)(F)F)O)C1=CC=CC=C1